OC1(C2=NN=C(C=3C=CC(=C(OC=4C=CC=CC4CCCC1)N3)C(F)(F)F)O2)C(F)(F)F 6-hydroxy-6,19-bis(trifluoromethyl)-17,23-dioxa-3,4,22-triazatetracyclo[16.3.1.12,5.011,16]tricosa-1(22),2,4,11(16),12,14,18,20-octaen